SC=1SC(=NN1)C=1OC=CC1 2-mercapto-5-furyl-1,3,4-thiadiazole